N-(2-cyanoisoindolin-4-yl)-3-(cyclopropanecarboxamido)benzamide ethyl-(6-hydroxy-10-(1-phenyl-1H-pyrazol-4-yl)-[1,2,4]triazolo[5,1-a]isoquinoline-5-carbonyl)glycinate C(C)N(CC(=O)O)C(=O)C=1N2C(C3=C(C=CC=C3C1O)C=1C=NN(C1)C1=CC=CC=C1)=NC=N2.C(#N)N2CC1=CC=CC(=C1C2)NC(C2=CC(=CC=C2)NC(=O)C2CC2)=O